(2-(acryloyloxy)ethyl) dihydrogen phosphate P(=O)(OCCOC(C=C)=O)(O)O